3-(5-(2,5-diazabicyclo[2.2.1]heptan-2-yl)-1-oxoisoindolin-2-yl)piperidine-2,6-dione C12N(CC(NC1)C2)C=2C=C1CN(C(C1=CC2)=O)C2C(NC(CC2)=O)=O